Didodecyl-dimethyl-ammonium bromide [Br-].C(CCCCCCCCCCC)[N+](C)(C)CCCCCCCCCCCC